N-(2-bromo-4-(perfluoropropan-2-yl)-6-(trifluoromethyl)phenyl)-2-fluoro-3-(4-fluorobenzamido)benzamide BrC1=C(C(=CC(=C1)C(C(F)(F)F)(C(F)(F)F)F)C(F)(F)F)NC(C1=C(C(=CC=C1)NC(C1=CC=C(C=C1)F)=O)F)=O